C(C1=CC=CC=C1)[C@H](COCC)NC1=C(C=NC2=CC=CC=C12)[N+](=O)[O-] N-[(1R)-1-benzyl-2-ethoxy-ethyl]-3-nitro-quinolin-4-amine